(2S,4r)-1-[(2S)-2-[4-[[(5-cyanopyrazin-2-yl)-methyl-amino]methyl]triazol-1-yl]-3,3-dimethyl-butyryl]-4-hydroxy-N-methyl-pyrrolidine-2-carboxamide C(#N)C=1N=CC(=NC1)N(C)CC=1N=NN(C1)[C@H](C(=O)N1[C@@H](C[C@H](C1)O)C(=O)NC)C(C)(C)C